CN1CC(C1)(CC(C)OCCCCCCCC\C=C/C\C=C/CCCCC)CC(C)OCCCCCCCC\C=C/C\C=C/CCCCC 1-Methyl-3,3-bis(2-(((9Z,12Z)-octadeca-9,12-dien-1-yl)oxy)propyl)azetidine